N-(2,3-dihydro-4H-benzo[b][1,4]oxazin-4-yl)-3-(3-fluoroazetidin-1-yl)-7-(2,3,5-trifluorophenyl)thieno[3,2-b]pyridine-2-carboxamide O1C2=C(N(CC1)NC(=O)C1=C(C3=NC=CC(=C3S1)C1=C(C(=CC(=C1)F)F)F)N1CC(C1)F)C=CC=C2